(E)-3-[4-[(2E)-3,7-Dimethylocta-2,6-dienoxy]phenyl]-1-[2-hydroxy-4,6-bis(methoxymethoxy)phenyl]prop-2-en-1-one C\C(=C/COC1=CC=C(C=C1)/C=C/C(=O)C1=C(C=C(C=C1OCOC)OCOC)O)\CCC=C(C)C